menthyl acrylate (mentholyl acrylate) C1(CC(C(CC1)C(C)C)O)(C)C(C(=O)O)=C.C(C=C)(=O)OC1CC(CCC1C(C)C)C